phenyl-azoresorcinol C1(=CC=CC=C1)C1=C(C(=C(O)C=C1)N=NC1=C(O)C=CC=C1O)O